FC(C(CC[C@@H](C=1N=C2N(N=CC(=C2)CN2C(N[C@@](C2)(C(F)(F)F)C)=O)C1)NC(OC(C)(C)C)=O)(C)C)(F)F tert-Butyl ((S)-5,5,5-trifluoro-4,4-dimethyl-1-(7-(((S)-4-methyl-2-oxo-4-(trifluoromethyl)imidazolidin-1-yl)methyl)imidazo[1,2-b]pyridazin-2-yl)pentyl)carbamate